Tert-butyl (12aR)-10-chloro-8-fluoro-9-(2-fluoro-6-methoxyphenyl)-6-oxo-3,4,12,12a-tetrahydro-6H-pyrazino[2,1-c][1,4]benzoxazepine-2(1H)-carboxylate ClC1=C(C(=CC=2C(N3[C@@H](COC21)CN(CC3)C(=O)OC(C)(C)C)=O)F)C3=C(C=CC=C3OC)F